N-acetyl-L-alanyl-L-alanine (2-hexyldecyl) amide C(CCCCC)C(CNC([C@@H](NC([C@@H](NC(C)=O)C)=O)C)=O)CCCCCCCC